C1(=CC=CC=C1)P(O)(O)=S PHENYLTHIOPHOSPHONIC acid